CN1C(C2=C(C(=C1)C1=C(OC=3C=C(OCCOCCOC4CCN(CC4)C(=O)OC(C)(C)C)C=CC3)C=CC(=C1)[N+](=O)[O-])C=CN2S(=O)(=O)C2=CC=C(C=C2)C)=O tert-butyl 4-[2-[2-[3-[2-[6-methyl-7-oxo-1-(p-tolylsulfonyl)pyrrolo[2,3-c]pyridin-4-yl]-4-nitro-phenoxy]phenoxy]ethoxy]ethoxy]piperidine-1-carboxylate